C(C)(C)(C)N1C[C@@H](CC1)NC1=CC(=CC=C1)C1=C(CCCC2=C1C=CC(=C2)C(=O)OC)C2=C(C=C(C=C2)Cl)Cl tert-butyl-(R)-3-((3-(8-(2,4-dichlorophenyl)-3-(methoxycarbonyl)-6,7-dihydro-5H-benzo[7]annulen-9-yl)phenyl)amino)pyrrolidine